4-((1R,5S)-3,8-diazabicyclo[3.2.1]octan-3-yl)-7-(5-chloro-6-methyl-1H-indazol-4-yl)-8-fluoro-2-((2-fluorotetrahydro-1H-pyrrolizin-7a(5H)-yl)methoxy)pyrido[4,3-d]pyrimidine [C@H]12CN(C[C@H](CC1)N2)C=2C1=C(N=C(N2)OCC23CCCN3CC(C2)F)C(=C(N=C1)C1=C2C=NNC2=CC(=C1Cl)C)F